2-(1-(2-ethyl-6-(5-(((6-(4-fluoro-1H-pyrazol-1-yl)pyrimidin-4-yl)oxy)methyl)-1-Methyl-1H-1,2,3-triazol-4-yl)pyridin-3-yl)piperidin-3-yl)acetic acid C(C)C1=NC(=CC=C1N1CC(CCC1)CC(=O)O)C=1N=NN(C1COC1=NC=NC(=C1)N1N=CC(=C1)F)C